C(#N)C1=C2C(=NC=C1OC1=CC(=NC=C1)NC(=O)C1CC1)N=C(N2C)NC=2C(N(C=C(C2)C(F)(F)F)CCO)=O N-(4-((7-cyano-2-((1-(2-hydroxyethyl)-2-oxo-5-(trifluoromethyl)-1,2-dihydropyridin-3-yl)amino)-1-methyl-1H-imidazo[4,5-b]pyridin-6-yl)oxy)pyridin-2-yl)cyclopropanecarboxamide